mannitol carbonate sulfate S(=O)(=O)(O)O.C(O)(O)=O.C([C@@H](O)[C@@H](O)[C@H](O)[C@H](O)CO)O